The molecule is 1-(alk-1-enyl)-2-acyl-sn-glycero-3-phosphoethanolamine in which the alkyl and the acyl groups at positions 1 and 2 are specified as (1Z)-hexadecenyl and oleoyl respectively. It has a role as a mouse metabolite. It derives from an oleic acid. CCCCCCCCCCCCCC/C=C\\OC[C@H](COP(=O)(O)OCCN)OC(=O)CCCCCCC/C=C\\CCCCCCCC